OC1=C(C(N(C=C1)C)=O)NC(N[C@@H](CC(=O)OCC)C=1C=C(C=C(C1)C)C1=CC(=CC=C1)OC(F)(F)F)=O Ethyl (S)-3-(3-(4-Hydroxy-1-methyl-2-oxo-1,2-dihydropyridin-3-yl)ureido)-3-(5-methyl-3'-(trifluoromethoxy)biphenyl-3-yl)propanoat